4-(2,2-dimethyl-1,3-dioxacyclopentane-4-yl)-1-(4-(trifluoromethyl)phenyl)-1H-pyrazolo[3,4-b]pyridine-3-carbonitrile CC1(OCC(O1)C1=C2C(=NC=C1)N(N=C2C#N)C2=CC=C(C=C2)C(F)(F)F)C